[3-(3-chloro-2-piperazin-1-yl-6-quinolinyl)-2-(trifluoromethyl)phenyl]methylamine dihydrochloride Cl.Cl.ClC=1C(=NC2=CC=C(C=C2C1)C=1C(=C(C=CC1)CN)C(F)(F)F)N1CCNCC1